5-(((4S)-6-(4-chlorophenyl)-4-(2-(ethylamino)-2-oxoethyl)-1-methyl-4H-benzo[f][1,2,4]triazolo[4,3-a][1,4]diazepin-8-yl)oxy)-N-(3,4-dihydroxyphenyl)pentanamide ClC1=CC=C(C=C1)C1=N[C@H](C=2N(C3=C1C=C(C=C3)OCCCCC(=O)NC3=CC(=C(C=C3)O)O)C(=NN2)C)CC(=O)NCC